(3-bromo-4-(difluoromethyl)phenyl)methanol BrC=1C=C(C=CC1C(F)F)CO